1-((1R,4S,5R)-5-(4-((4-([1,2,4]triazolo[1,5-a]pyridin-7-yloxy)-3-methylphenyl)amino)pyrrolo[2,1-f][1,2,4]triazin-5-yl)-2-azabicyclo[2.2.2]octan-2-yl)prop-2-en-1-one N=1C=NN2C1C=C(C=C2)OC2=C(C=C(C=C2)NC2=NC=NN1C2=C(C=C1)[C@H]1[C@H]2CN([C@@H](C1)CC2)C(C=C)=O)C